4-bromo-5-(naphthalen-1-yl)-1-phenyl-1H-pyrazole BrC=1C=NN(C1C1=CC=CC2=CC=CC=C12)C1=CC=CC=C1